(4R,4'S)-6-chloro-4'-[(isopropylamino)methyl]-1'-(4-isoquinolyl)-2-[(tetrahydropyran-4-ylmethyl)]spiro[3H-isoquinoline-4,3'-pyrrolidine]-1,2'-dione ClC=1C=C2C(=CC1)C(N(C[C@]21C(N(C[C@@H]1CNC(C)C)C1=CN=CC2=CC=CC=C12)=O)CC1CCOCC1)=O